CC1=CCC(C(C1)(C)C)/C=C/C(C)=O (E)-4-(4,6,6-Trimethylcyclohex-3-en-1-yl)but-3-en-2-one